COC(CCCCCN1CCC(CC1)NC(=O)OC(C)(C)C)=O 6-(4-((tert-Butoxycarbonyl)amino)piperidin-1-yl)hexanoic acid methyl ester